S(=O)(=O)(OC1=C(C(=C(C=C1)CO)O)O)O 2,3-dihydroxy-4-(hydroxymethyl)phenyl hydrogen sulfate